C12(C(CCCC1)C(=O)OC2=O)C(=O)O cyclohexanetricarboxylic acid-1,2-anhydride